N-hexyl-N-phenylurea C(CCCCC)N(C(=O)N)C1=CC=CC=C1